(3R)-6-[(p-chlorophenyl)methyl]-7-cyclopropyl-4-oxo-1-thia-3a-aza-3-indancarboxylic acid ClC1=CC=C(C=C1)CC1=CC(N2[C@@H](CSC2=C1C1CC1)C(=O)O)=O